1-[1-(9H-carbazol-2-ylmethyl)-4-(cyanomethyl)-4-piperidyl]-3-(cyclopropanecarbonylamino)pyrazole-4-carboxamide C1=C(C=CC=2C3=CC=CC=C3NC12)CN1CCC(CC1)(CC#N)N1N=C(C(=C1)C(=O)N)NC(=O)C1CC1